3-((3-(8-(4-cyanophenyl)-3,4-dihydro-2H-pyrido[4,3-b][1,4]oxazine-4-carbonyl)azetidin-1-yl)-methyl)benzonitrile C(#N)C1=CC=C(C=C1)C1=CN=CC2=C1OCCN2C(=O)C2CN(C2)CC=2C=C(C#N)C=CC2